FC(S(=O)(=O)OC=1C=C2CCC3(C2=C(C1)OS(=O)(=O)C(F)(F)F)CC(CCC3)=O)(F)F 3-oxo-2',3'-dihydrospiro[cyclohexane-1,1'-indene]-5',7'-diyl bis(trifluoromethanesulfonate)